N-(3-fluorophenyl)methanesulfonamide FC=1C=C(C=CC1)NS(=O)(=O)C